O[C@H]1C[C@H]2C[C@H]([C@H]3[C@@H]4CC[C@H]([C@@H](CCC(=O)[O-])C)[C@]4([C@H](C[C@@H]3[C@]2(CC1)C)O)C)O 3α,7α,12α-trihydroxy-5β-cholanate